C1(=CC=CC=C1)C1=C2C(=NC=C1)CNC2 4-phenyl-5,6-dihydro-7H-pyrrolo[3,4-b]pyridin